5-(oxetan-3-yl)-3-(trifluoromethyl)-1H-pyrazole O1CC(C1)C1=CC(=NN1)C(F)(F)F